(S)-Boc-5-oxopyrrolidine-2-carboxylic acid CC(C)(C)OC(=O)N1[C@@H](CCC1=O)C(=O)O